2-((5-chlorothien-2-yl)methyl)-4-methylphenol ClC1=CC=C(S1)CC1=C(C=CC(=C1)C)O